5-((5-(3-fluoro-4-(trifluoromethyl)-phenyl)oxazol-2-yl)amino)-N'-hydroxypyridinecarboxamidine FC=1C=C(C=CC1C(F)(F)F)C1=CN=C(O1)NC=1C=CC(=NC1)C(=NO)N